C1(CC1)C(=O)NC1=CC(=C(N=N1)C(=O)NC([2H])([2H])[2H])NC1=NC=CC=2C=3C([C@@H](N(C12)C)C([2H])([2H])[2H])=NN(N3)C (S)-6-(cyclopropanecarboxamido)-4-((2,5-dimethyl-4-(methyl-d3)-4,5-dihydro-2H-[1,2,3]triazolo[4,5-c][1,7]naphthyridin-6-yl)amino)-N-(methyl-d3)pyridazine-3-carboxamide